C1(=CC=CC=C1)C=1C=C2C=CC(=CC2=CC1)C1=C2C=CC=CC2=C(C2=CC=CC=C12)B(O)O 10-(6-phenylnaphthalen-2-yl)-9-anthraceneboronic acid